FC(C1=NN=C(O1)C1=CC=C(CN(S(=O)(=O)CCCO)C2=CC=CC=C2)C=C1)F N-(4-(5-(difluoromethyl)-1,3,4-oxadiazol-2-yl)benzyl)-3-hydroxy-N-phenylpropane-1-sulfonamide